2-((3-(methylcarbamoyl)pyrazin-2-yl)oxy)acetic acid tert-butyl ester C(C)(C)(C)OC(COC1=NC=CN=C1C(NC)=O)=O